F[C@H]1\C(\C[C@@]2(CC[C@H]1N2)C)=C/C2=CC=C(N=N2)C2=C(C=C(C=C2)N2C=NC=C2)O 2-(6-((Z)-((1S,4S,5R)-4-fluoro-1-methyl-8-azabicyclo[3.2.1]octan-3-ylidene)methyl)pyridazin-3-yl)-5-(1H-imidazol-1-yl)phenol